(1r,3r)-3-(3-amino-4-(6-(2-hydroxy-2-methylpropyloxy)pyrazolo[1,5-a]pyrazin-4-yl)-1H-pyrazol-1-yl)-3-(cyanomethyl)cyclobutane-1-carbonitrile NC1=NN(C=C1C=1C=2N(C=C(N1)OCC(C)(C)O)N=CC2)C2(CC(C2)C#N)CC#N